(E)-9-Pentadecenyl acetate C(C)(=O)OCCCCCCCC\C=C\CCCCC